N-(4-(5-(trifluoromethyl)-1,2,4-oxadiazol-3-yl)benzyl)-N-(3-(trifluoromethyl)phenyl)tetrahydro-2H-pyran-4-carboxamide FC(C1=NC(=NO1)C1=CC=C(CN(C(=O)C2CCOCC2)C2=CC(=CC=C2)C(F)(F)F)C=C1)(F)F